N1=CNC(C1)=O 3,5-dihydro-imidazol-4-one